C(C1=CC=CC=C1)N(CC1=CC=CC=C1)C=1C=C2C=C(C(=NC2=CC1)OC)C(C(CCN(C)C)(O)C1=CC=CC2=CC=CC=C12)C1=CC=CC=C1 1-(6-(N,N-dibenzylamino)-2-methoxy-quinolin-3-yl)-4-dimethylamino-2-(1-naphthyl)-1-phenyl-2-butanol